(S)-6-(((1-(bicyclo[1.1.1]pentan-1-yl)-1H-1,2,3-triazol-4-yl)(1-methoxyisoquinolin-5-yl)methyl)amino)-4-((3,3,3-trifluoro-2,2-dimethylpropyl)amino)quinoline-3,8-dicarbonitrile C12(CC(C1)C2)N2N=NC(=C2)[C@H](C2=C1C=CN=C(C1=CC=C2)OC)NC=2C=C1C(=C(C=NC1=C(C2)C#N)C#N)NCC(C(F)(F)F)(C)C